3-[(2-methylpropanoyl)oxy]propan CC(C(=O)OCCC)C